(S)-methyl 12-(2-(2,2-dimethyl-1,3-dioxolane-4-carboxamido)ethylamino)-12-oxododecanoate CC1(OC[C@H](O1)C(=O)NCCNC(CCCCCCCCCCC(=O)OC)=O)C